N1(CCNCC1)CCOC1=CC=C(C=C1)C1=CC=2C(=NC=C(C2)C=2C=C(SC2)C(=O)NCC(F)(F)F)N1 4-(2-(4-(2-(Piperazin-1-yl)ethoxy)phenyl)-1H-pyrrolo[2,3-b]pyridin-5-yl)-N-(2,2,2-trifluoroethyl)thiophene-2-carboxamide